O[C@H](C(=O)OC)C methyl (2S)-2-hydroxypropanoate